ClC1=NC=2N(C3=C1CCN3)N=CC2C(=O)[O-] 5-chloro-7,8-dihydro-6H-pyrazolo[1,5-a]pyrrolo[3,2-e]pyrimidine-3-carboxylate